ClC=1C=C(C=NC1)C1=NC(=C2N=CN(C2=N1)[C@H]1[C@@H]([C@@H]([C@H](O1)C(=O)NC([2H])([2H])[2H])O)O)NCC1=CC(=CC(=C1)C)C (2S,3S,4R,5R)-5-(2-(5-chloropyridin-3-yl)-6-((3,5-dimethylbenzyl)amino)-9H-purin-9-yl)-3,4-dihydroxyl-N-(methyl-d3)-tetrahydrofuran-2-carboxamide